Cl.Cl.C(C)[C@@H]1CN(CCN1)C1=C(C=NC=C1)F (R)-3-ethyl-1-(3-fluoropyridin-4-yl)piperazine dihydrochloride